(Z)-2-(4-(benzyloxy)-3-nitrobenzylidene)-6-((2,6-dibromobenzyl)sulfonyl)-2H-benzo[b][1,4]thiazin-3(4H)-one C(C1=CC=CC=C1)OC1=C(C=C(\C=C/2\C(NC3=C(S2)C=CC(=C3)S(=O)(=O)CC3=C(C=CC=C3Br)Br)=O)C=C1)[N+](=O)[O-]